N-methyl-6-[4-(1-methylpyrazol-4-yl)-1H-indazol-7-yl]-N-(2,2,6,6-tetramethylpiperidin-4-yl)pyridazin-3-amine CN(C=1N=NC(=CC1)C=1C=CC(=C2C=NNC12)C=1C=NN(C1)C)C1CC(NC(C1)(C)C)(C)C